1-(2-(1-((6-chloro-3-methylpyridazin-4-yl)oxy)ethyl)-6-cyclopropylimidazo[1,2-a]pyridin-8-yl)-3-methylimidazolidine-2,4-dione ClC1=CC(=C(N=N1)C)OC(C)C=1N=C2N(C=C(C=C2N2C(N(C(C2)=O)C)=O)C2CC2)C1